(RS)-[3-[1-[[(3,4-Dichlorophenyl)acetyl]methylamino]-2-(1-pyrrolidinyl)ethyl]phenoxy]acetic acid hydrochloride Cl.ClC=1C=C(C=CC1Cl)CC(=O)N([C@@H](CN1CCCC1)C=1C=C(OCC(=O)O)C=CC1)C |r|